NC1=NC=CC(=N1)C=1C=C(C=CC1O)NC1=C(C=C(C=C1)NC(=O)C=1C(N(N(C1C)C)C1=CC=CC=C1)=O)F N-(4-((3-(2-aminopyrimidin-4-yl)-4-hydroxyphenyl)amino)-3-fluorophenyl)-1,5-dimethyl-3-oxo-2-phenyl-2,3-dihydro-1H-pyrazole-4-carboxamide